(S)-1-(4-(7-fluorobenzo[d]thiazol-2-yl)-6,7-dihydro-1H-imidazo[4,5-c]pyridin-5(4H)-yl)-3-(thiazol-2-yl)propan-1-one FC1=CC=CC=2N=C(SC21)[C@H]2N(CCC1=C2N=CN1)C(CCC=1SC=CN1)=O